FC1=C(C(=CC=C1)F)[C@@H](C)NC=1C=CN(CN1)C(C)C (R)-6-((1-(2,6-difluorophenyl)ethyl)amino)-3-isopropylpyrimidine